C1(=CC=CC=2OC3=C(C21)C=CC=C3)C3=C(C(=NC(=C3N3C2=CC=C(C=C2C=2C=C(C=CC32)C)C)N3C2=CC=C(C=C2C=2C=C(C=CC32)C)C)N3C=2C=CC=CC2N(C2=CC=CC=C32)C3=CC=CC=C3)N3C2=CC=C(C=C2C=2C=C(C=CC32)C)C 5-(4-(dibenzo[b,d]furan-1-yl)-3,5,6-tris(3,6-dimethyl-9H-carbazol-9-yl)pyridin-2-yl)-10-phenyl-5,10-dihydrophenazine